C12(CC3CC(CC(C1)C3)C2)CN2N=CC(=C2C)C2=C(C=3N(C=C2)C(=CN3)N=C(C3=CC=CC=C3)C3=CC=CC=C3)C(=O)OC methyl 7-(1-(adamantan-1-ylmethyl)-5-methyl-1H-pyrazol-4-yl)-3-((diphenylmethylene)amino)imidazo[1,2-a]pyridine-8-carboxylate